6-(4,4-difluorocyclohexyl)-N-(6-(2-hydroxypropan-2-yl)pyridin-3-yl)-2-(1-methyl-1H-imidazol-5-yl)pyrimidine-4-carboxamide octadec-9-en-7-yl-stearate CCCCCCC(CC=CCCCCCCCC)OC(CCCCCCCCCCCCCCCCC)=O.FC1(CCC(CC1)C1=CC(=NC(=N1)C1=CN=CN1C)C(=O)NC=1C=NC(=CC1)C(C)(C)O)F